FC=1C=C(CC=2C=CC(=NC2)N2N=C(CCC2)C(=O)N)C=C(C1F)F (5-(3,4,5-trifluorobenzyl)pyridin-2-yl)-1,4,5,6-tetrahydropyridazine-3-carboxamide